CC(CC1=CC=CC=C1)(CC(C)C)NC(=O)C=1C=C2C(=NC1)N(C=C2)C N-(2,4-dimethyl-1-phenylpentan-2-yl)-1-methyl-1H-pyrrolo[2,3-b]pyridine-5-carboxamide